ClC=1C=C(C=CC1)CC(CO)N1C[C@H]([C@@H](C1)C)COC1=CC=C(C=C1)S(=O)(=O)C 3-(3-chlorophenyl)-2-[(3S,4S)-3-[(4-methanesulfonylphenoxy)methyl]-4-methylpyrrolidin-1-yl]propan-1-ol